5-amino-8-(7-methyl-1H-indol-5-yl)-2-[(5-methyloxazol-4-yl)methyl]-7-phenyl-[1,2,4]triazolo[4,3-c]pyrimidin-3-one NC1=NC(=C(C=2N1C(N(N2)CC=2N=COC2C)=O)C=2C=C1C=CNC1=C(C2)C)C2=CC=CC=C2